CYCLOHEXYLACETIC ACID C1(CCCCC1)CC(=O)O